BrC=1C(=C2C(=NN(C2=CC1)C)N1C(N(C(CC1)=O)CC1=CC=C(C=C1)OC)=O)F 1-(5-Bromo-4-fluoro-1-methyl-1H-indazol-3-yl)-3-(4-methoxybenzyl)dihydropyrimidine-2,4(1H,3H)-dione